C(CCCCC(=O)O)CC(=O)O.C(C)(=O)OCCCCOC(C)=O butane-1,4-diyl diacetate (butane-1,4-diyl diacetate)